FC1=CC=C(C=C1)[C@H]1[C@@H](C1)N1CCNCC1 1-[(1R,2S)-2-(4-fluorophenyl)cyclopropyl]piperazine